C(C1=CC=CC=C1)O[C@@H]1[C@H](N(C[C@@H]([C@H]1OCC1=CC=CC=C1)OCC1=CC=CC=C1)CC1CCN(CC1)C1=CC=C(C=C1)F)C (2r,3r,4r,5s)-3,4,5-tris(benzyloxy)-1-((1-(4-fluorophenyl)piperidin-4-yl)methyl)-2-methylpiperidine